(methylsulfinyl)pyrimidine-5-carboxamide CS(=O)C1=NC=C(C=N1)C(=O)N